(S)-1-(2-fluorophenyl)-N-methyl-5,6-dihydro-4H-pyrrolo[3,2,1-ij]quinolin-5-amine FC1=C(C=CC=C1)C1=CN2C[C@H](CC3=CC=CC1=C23)NC